4-((S)-10-propenoyl-2-fluoro-5-methyl-14-oxo-8,8a,9,10,11,12-hexahydro-7h,14h-pyrazino[1',2':5,6][1,5]diazocino[3,2,1-hi]indol-3-yl)-2-amino-7-fluorobenzo[b]thiophene-3-carbonitrile C(C=C)(=O)N1C[C@H]2N(C(C=3C=C(C(=C4C=C(N(C34)CC2)C)C2=CC=C(C=3SC(=C(C32)C#N)N)F)F)=O)CC1